FC(CCN[C@H]1CN(CC1)C(=O)OC(C)(C)C)(F)F tert-butyl (R)-3-((3,3,3-trifluoropropyl)amino)pyrrolidine-1-carboxylate